C(C)(=O)[O-].COCC[Hg+] 2-methoxyethylmercury acetate